CN(NCC1=NC=C(C=C1)C(F)(F)F)C(=O)OC1CCC1 Cyclobutyl 1-methyl-2-((5-(trifluoromethyl)pyridin-2-yl)methyl)hydrazine-1-carboxylate